2-(3-amino-3-oxo-propyl)-N-[5-(1,1-difluoropropyl)-3-pyridyl]-4-methyl-3,4-dihydro-1H-isoquinoline-7-carboxamide NC(CCN1CC2=CC(=CC=C2C(C1)C)C(=O)NC=1C=NC=C(C1)C(CC)(F)F)=O